ClC1=CC=C2C(=N1)C(=CN2)NC2=NC1=C(N2C(C)C)C=CC(=C1)OC1=CC=CC=C1 N-(5-Chloro-1H-pyrrolo[3,2-b]pyridin-3-yl)-1-isopropyl-5-phenoxy-1H-benzo[d]imidazol-2-amine